C1([C@H](O)[C@H](O)[C@H](O1)CO)SCC[C@H](N)C(=O)O S-ribosyl-homocysteine